tert-butyl 9-{4-[2-fluoro-3-(propane-1-sulfonamido)phenyl]-3-(pyridin-4-yl)pyrazol-1-yl}-3-azaspiro[5.5]undecane-3-carboxylate FC1=C(C=CC=C1NS(=O)(=O)CCC)C=1C(=NN(C1)C1CCC2(CCN(CC2)C(=O)OC(C)(C)C)CC1)C1=CC=NC=C1